C[N+]1=CC=C(C=C1)C1=CC=[N+](C=C1)CCCCCCCC 1-methyl-1'-octyl-4,4'-bipyridinium